NC1=NC(N(C=C1F)[C@@H]1O[C@@]([C@H]([C@@H]1F)O)(CO)CCF)=O 4-amino-5-fluoro-1-((2R,3S,4R,5R)-3-fluoro-5-(2-fluoroethyl)-4-hydroxy-5-(hydroxymethyl)tetrahydrofuran-2-yl)pyrimidin-2(1H)-one